FC=1C=C(C=CC1)C1(CC=2C(NC(NC2CC1)=O)=O)C 6-(3-fluorophenyl)-6-methyl-5,6,7,8-tetrahydroquinazoline-2,4(1H,3H)-dione